C(C=C)NC(=O)C(=O)NC1C(CCCC1)=O N-allyl-N'-(2-oxocyclohexyl)oxamide